ClC1=C(C=C(C=C1)N1CC(N(CC1)C1=CC=C(C=C1)CC(C)O)=O)C1=NC2=C(N1C)C=CC=C2 4-(4-(4-chloro-3-(1-methyl-1H-benzo[d]imidazol-2-yl)phenyl)piperazinone-1-yl)phenylpropan-2-ol